FC(CC1=NN=CN1C)(C1=CC(=CC=C1)[N+](=O)[O-])F 3-(2,2-difluoro-2-(3-nitrophenyl)ethyl)-4-methyl-4H-1,2,4-triazole